N-(6-(7-(ethyl(methyl)amino)-6-fluoro-5-(trifluoromethyl)-1H-indazol-4-yl)imidazo[1,2-a]pyrazin-2-yl)-2-fluorocyclopropane-1-carboxamide C(C)N(C=1C(=C(C(=C2C=NNC12)C=1N=CC=2N(C1)C=C(N2)NC(=O)C2C(C2)F)C(F)(F)F)F)C